O1N=CC(=C1)C1=CC(=C2C(=N1)NN=C2)NCCOCCCCNCC=2C=C(C=C(C2)OC(F)(F)F)CO (3-(((4-(2-((6-(isoxazol-4-yl)-1H-pyrazolo[3,4-b]pyridin-4-yl)amino)ethoxy)butyl)amino)methyl)-5-(trifluoromethoxy)phenyl)methanol